NC1=NC2=C3N=C(C=CC3=CC=C2C=C1)N 2,9-diamino-1,10-phenanthroline